N-[(2-chloro-4-fluorophenyl)methyl]1-methylpiperidin-4-amine ClC1=C(C=CC(=C1)F)CNC1CCN(CC1)C